OC1=C(C=NC2=C1C=NC=1N2N=CC1)C(=O)OCC Ethyl 6-hydroxypyrazolo[1,5-a]pyrido[3,2-e]pyrimidine-7-carboxylate